ClC1=CC=C(C=C1)C=1C(CCN(N1)/C(=N\C(=N)NC(C)=O)/NS(=O)(=O)C1=NC=C(C=C1)C(F)(F)F)C1=CC=CC=C1 N-[(NE)-N-[[6-(4-chlorophenyl)-5-phenyl-4,5-dihydro-3H-pyridazin-2-yl]-[[5-(trifluoromethyl)-2-pyridyl]sulfonylamino]methylene]carbamimidoyl]acetamide